propylene glycol didecanoate C(CCCCCCCCC)(=O)OCC(C)OC(CCCCCCCCC)=O